2,2-dimethyl-3-octanoyloxy-propanal CC(C=O)(COC(CCCCCCC)=O)C